C12NCC(C1N1C=C(C=3C(=NC=4C(=C(C(=CC4C31)CCC#N)C3=CC(=CC1=CC=CC=C31)O)F)OC[C@H]3N(CCC3)C)C3=CN=C(O3)C)C2 3-(1-(2-azabicyclo[2.1.1]hex-5-yl)-6-fluoro-7-(3-hydroxynaphthalen-1-yl)-3-(2-methyloxazol-5-yl)-4-(((S)-1-methylpyrrolidin-2-yl)methoxy)-1H-pyrrolo[3,2-c]quinolin-8-yl)propionitrile